C(C1=CC=CC=C1)OC(=O)N([C@H](C(=O)[O-])C1CCCC1)C.[Li+] lithium (S)-2-(benzyloxycarbonyl (methyl) amino)-2-cyclopentyl-acetate